N-(4-chloro-6-(2-hydroxypropan-2-yl)-[2,4'-bipyridin]-2'-yl)acetamide ClC1=CC(=NC(=C1)C(C)(C)O)C1=CC(=NC=C1)NC(C)=O